ClC1=C(C=CC=C1)[C@H](C)NC1=C(C=C(C(=O)N[C@H](C)\C=C\S(=O)(=O)C)C=C1)C#N 4-(((S)-1-(2-chlorophenyl)ethyl)amino)-3-cyano-N-((R,E)-4-(methylsulfonyl)but-3-en-2-yl)benzamide